(3-chlorophenyl){(4E)-3,3-dimethyl-4-[(5-phenyl-1,2-oxazol-3-yl)methylidene]piperidin-1-yl}methanone ClC=1C=C(C=CC1)C(=O)N1CC(/C(/CC1)=C/C1=NOC(=C1)C1=CC=CC=C1)(C)C